CC(CCC=1SC=CC1C(=N)NO)C 3-methylbutyl-N-hydroxythiophene-3-carboxamidine